FC(C1CC(C1)OC1=NC=C(C#N)C=C1)(F)F 6-(3-(trifluoromethyl)cyclobutyloxy)nicotinonitrile